N-[(1R,3S)-3-{[6-chloro-2-(trifluoromethyl)quinolin-4-yl]amino}cyclohexyl]-2-cyanobenzamide ClC=1C=C2C(=CC(=NC2=CC1)C(F)(F)F)N[C@@H]1C[C@@H](CCC1)NC(C1=C(C=CC=C1)C#N)=O